C(C)(C)C1=CNC2=C1N=C(S2)C2CCC(CC2)N2CC(C2)OC 6-isopropyl-2-(4-(3-methoxyazetidin-1-yl)cyclohexyl)-4H-pyrrolo[3,2-d]thiazole